methylmagnesium phosphate P(=O)([O-])([O-])[O-].C[Mg+].C[Mg+].C[Mg+]